5-bromo-2-methoxy-pyridine BrC=1C=CC(=NC1)OC